NC=1C(=NC(=C(N1)F)C1=CC=C(C=C1)N1CCOCC1)C=1C=C2CCNC(C2=CC1)=O 6-(3-amino-5-fluoro-6-(4-morpholinophenyl)pyrazin-2-yl)-3,4-dihydroisoquinolin-1(2H)-one